ClCC1=CC=C(C=C1)N1C(=NC=2C1=NC(=CC2)C2=NN(N=C2C)C)C=2C(=NC=CC2)N 3-(3-(4-(Chloromethyl)phenyl)-5-(2,5-dimethyl-2H-1,2,3-triazol-4-yl)-3H-imidazo[4,5-b]pyridin-2-yl)pyridin-2-amine